(4-Bromo-3-nitrophenyl)(cyclopropyl)methyl ketone BrC1=C(C=C(C=C1)C(C1CC1)C(=O)C(C1=CC(=C(C=C1)Br)[N+](=O)[O-])C1CC1)[N+](=O)[O-]